(S)-(5-(1-(trifluoromethyl)-1H-pyrazol-4-yl)-1,3,4-oxadiazol-2-yl)(4-(4-(trifluoromethyl)pyrazolo[1,5-a]pyridin-2-yl)-6,7-dihydro-1H-imidazo[4,5-c]pyridin-5(4H)-yl)methanone FC(N1N=CC(=C1)C1=NN=C(O1)C(=O)N1[C@@H](C2=C(CC1)NC=N2)C2=NN1C(C(=CC=C1)C(F)(F)F)=C2)(F)F